FC1=C(C(=O)N[C@H]2C[C@H](CCC2)NC2=CC(=NC3=CC=C(C=C23)F)C(F)(F)F)C(=CC=C1NS(=O)(=O)CCC)F 2,6-difluoro-N-[(1r,3s)-3-{[6-fluoro-2-(trifluoromethyl)quinolin-4-yl]amino}cyclohexyl]-3-(propane-1-sulfonylamino)benzamide